[rac-cyclopentyl] benzoate C(C1=CC=CC=C1)(=O)OC1CCCC1